5-((1-methylpiperidin-3-yl)amino)pyridin CN1CC(CCC1)NC=1C=CC=NC1